1-(5-(5-chloro-2-methoxypyridin-4-yl)-1H-pyrazole-3-carbonyl)-N-(1-methyl-1,2,3,4-tetrahydroquinolin-4-yl)piperidine-4-carboxamide ClC=1C(=CC(=NC1)OC)C1=CC(=NN1)C(=O)N1CCC(CC1)C(=O)NC1CCN(C2=CC=CC=C12)C